COC(=O)C1=C(C=C2C(=N1)C(=CN2)Br)C 3-bromo-6-methyl-1H-pyrrolo[3,2-b]pyridine-5-carboxylic acid methyl ester